p-cresol-sulfate S(=O)(=O)(O)OC1=CC=C(C=C1)C